C(C=C)(=O)OCCCCCCC[SiH2]C(Cl)Cl acryloxyheptyldichloromethylsilane